[P].[Ni].[Cu] copper-nickel phosphorus